2-(3-chloro-5-fluoro-4-((6-oxo-5-(propan-2-yl-1,1,1,3,3,3-d6)-1,6-dihydropyridazin-3-yl)oxy)phenyl)-3,5-dioxo-2,3,4,5-tetrahydro-1,2,4-triazine-6-carbonitrile ClC=1C=C(C=C(C1OC1=NNC(C(=C1)C(C([2H])([2H])[2H])C([2H])([2H])[2H])=O)F)N1N=C(C(NC1=O)=O)C#N